1-(10-(methacryloyloxy)-18-methoxy-18-oxo-octadecan-9-yl)-3-methyl-1H-imidazolium iodide [I-].C(C(=C)C)(=O)OC(C(CCCCCCCC)N1C=[N+](C=C1)C)CCCCCCCC(=O)OC